CC1=CC=C(C=C1)S(=O)(=O)ON=C(C(C)=O)C 3-((4-toluenesulfonyloxy)imino)butane-2-one